C(C)N=C=NCCCN(C)C 1-ethyl-3-[3-(dimethyl-amino)-propyl]-carbodiimide